(S)-ethyl 1-(4-fluorophenyl)-3,4-dihydroisoquinoline-2(1H)-carboxylate FC1=CC=C(C=C1)[C@@H]1N(CCC2=CC=CC=C12)C(=O)OCC